C(#N)[C@@H](C[C@H]1C(NCCC1)=O)NC(=O)[C@H]1N(C[C@H]2[C@@H]1CCC2)C(=O)C2(C1=CC=CC=C1C=1C=CC=CC21)O (1S,3aR,6aS)-N-((R)-1-cyano-2-((S)-2-oxopiperidin-3-yl)ethyl)-2-(9-hydroxy-9H-fluorene-9-carbonyl)octahydrocyclopenta[c]pyrrole-1-carboxamide